C(CC)(=O)O[C@H]1CC[C@@H]2[C@@]1(CC[C@@H]1[C@]3(CCC=4N=C(SC4C3=CC[C@@H]21)NCC=C)C)C (5aR,5bS,7aS,8S,10aS,10bR)-2-(allylamino)-5a,7a-dimethyl-5,5a,5b,6,7,7a,8,9,10,10a,10b,11-dodecahydro-4H-cyclopenta[7,8]phenanthro[2,1-d]thiazol-8-yl propionate